O=C1NC2=CC=C(C=3C2=C1C=CC3)N3N=CC(=C3C(F)(F)F)C(=O)N 1-(2-oxo-1,2-dihydrobenzo[cd]indol-6-yl)-5-trifluoromethyl-1H-pyrazole-4-Formamide